ClC1=C(C=C(OCC(=O)NC23CC(C2)(C3)NC(COC=3C(=NC(=CC3)F)C)=O)C=C1)F (4-chloro-3-fluorophenoxy)-N-(3-{2-[(6-fluoro-2-methylpyridin-3-yl)oxy]acetamido}bicyclo[1.1.1]pentan-1-yl)acetamide